N-methyl-N-(4'-methyl-[1,1'-biphenyl]-3-yl)-8-nitro[1,2,4]triazolo[4,3-a]quinazolin-5-amine CN(C1=NC=2N(C3=CC(=CC=C13)[N+](=O)[O-])C=NN2)C=2C=C(C=CC2)C2=CC=C(C=C2)C